tetramethylheptanedione lanthanum [La].CC(C(C(C(C)(C)C)=O)=O)CCC